(R)-(-)-tert-butyl-sulfinamide C(C)(C)(C)[S@@](=O)N